(S)-N-(7-(3-Hydroxy-3-methylbut-1-yn-1-yl)-5-methyl-4-oxo-2,3,4,5-tetrahydrobenzo[b][1,4]oxazepin-3-yl)-4-(pyridin-4-ylmethyl)-1H-pyrazol-1-carboxamid OC(C#CC1=CC2=C(OC[C@@H](C(N2C)=O)NC(=O)N2N=CC(=C2)CC2=CC=NC=C2)C=C1)(C)C